cetylpyridinium chloride bromide CCCCCCCCCCCCCCCC[N+]1=CC=CC=C1.CCCCCCCCCCCCCCCC[N+]1=CC=CC=C1.[Cl-].[Br-]